4-((4-(8-Chloro-7-((2-methyl-1-((2-(trimethylsilyl)ethoxy)methyl)-1H-benzo[d]imidazol-6-yl)oxy)quinoxalin-2-yl)-1H-pyrazol-1-yl)methyl)piperidine-1-carboxamide ClC=1C(=CC=C2N=CC(=NC12)C=1C=NN(C1)CC1CCN(CC1)C(=O)N)OC=1C=CC2=C(N(C(=N2)C)COCC[Si](C)(C)C)C1